1-methyl-6-iso-propyl-pseudouridine triphosphate P(O)(=O)(OP(=O)(O)OP(=O)(O)O)OC[C@@H]1[C@H]([C@H]([C@@H](O1)C1=C(N(C(=O)NC1=O)C)C(C)C)O)O